FC1(OC2=C(O1)C=CC(=C2)C(C)S(=O)(=O)C=2C=C(C=CC2)N2N=C(C=1CCCC(C21)OC2=CC=C(C(=O)O)C=C2)C(F)(F)F)F 4-[[1-[3-[1-(2,2-difluoro-1,3-benzodioxol-5-yl)ethylsulfonyl]phenyl]-3-(trifluoromethyl)-4,5,6,7-tetrahydroindazol-7-yl]oxy]benzoic acid